2-(3-(4-(6-((2,4-difluorobenzyl)amino)-4-((5-methyl-1H-pyrazol-3-yl)amino)-1H-pyrazolo[3,4-d]pyrimidin-1-yl)piperidin-1-yl)-3-oxopropoxy)acetic acid FC1=C(CNC2=NC(=C3C(=N2)N(N=C3)C3CCN(CC3)C(CCOCC(=O)O)=O)NC3=NNC(=C3)C)C=CC(=C1)F